methyl 3-(2-aminoethoxy)benzoate TFA salt OC(=O)C(F)(F)F.NCCOC=1C=C(C(=O)OC)C=CC1